1-phenethyl-piperidin-4-one C(CC1=CC=CC=C1)N1CCC(CC1)=O